FC(C1=NN=C(O1)C1=CC=C(CN2C(N(C3=C2C=CC=C3)C3CCN(CC3)C(=O)OC(C)(C)C)=O)C=C1)F tert-butyl 4-(3-(4-(5-(difluoromethyl)-1,3,4-oxadiazole-2-yl)benzyl)-2-oxo-2,3-dihydro-1H-benzo[d]imidazole-1-yl)piperidine-1-carboxylate